6-(5-(thiazol-2-ylamino)pyridin-3-yl)benzo[d]oxazol-2(3H)-one S1C(=NC=C1)NC=1C=C(C=NC1)C1=CC2=C(NC(O2)=O)C=C1